indazol-4-yl trifluoromethanesulfonate FC(S(=O)(=O)OC1=C2C=NNC2=CC=C1)(F)F